2-(2,5-dihydroxy-3-methylbenzoyl)benzoic acid OC1=C(C(=O)C2=C(C(=O)O)C=CC=C2)C=C(C=C1C)O